1,4,5,6-tetrahydrocyclopenta[b]pyrrole-2-carboxamide N1C2=C(C=C1C(=O)N)CCC2